C(CC)N1N=CC(=C1)S(=O)(=O)C1=CC=C(C=C1)CNC(=O)C=1C=CC=2N(C1)C=CN2 N-{[4-(1-propyl-1H-pyrazole-4-sulfonyl)phenyl]methyl}imidazo[1,2-a]pyridine-6-carboxamide